C(C=C)(=O)OCC(CCCCCCCCCCCC)OC(C=C)=O 1,2-tetradecanediol diacrylate